2-(4-amino-1-tert-butyl-pyrazolo[3,4-d]pyrimidin-3-yl)-1H-indole-6-carboxamide NC1=C2C(=NC=N1)N(N=C2C=2NC1=CC(=CC=C1C2)C(=O)N)C(C)(C)C